O1CC(=C1)NC1=CC=NC=C1 4-(3-oxetylamino)pyridin